(R)-N-(4-((3-chloro-4-(pyridin-2-ylmethoxy)phenyl)amino)-7-((1,3-dimethylpyrrolidin-3-yl)ethynyl)quinazolin-6-yl)acrylamide ClC=1C=C(C=CC1OCC1=NC=CC=C1)NC1=NC=NC2=CC(=C(C=C12)NC(C=C)=O)C#C[C@@]1(CN(CC1)C)C